C(C)(C)(C)OC(NC12CC(C1)(C2)NC(CO[C@@H]2C[C@H](C2)OC(F)(F)F)=O)=O (3-(2-(trans-3-(trifluoromethoxy)cyclobutoxy)acetamido)bicyclo[1.1.1]pent-1-yl)carbamic acid tert-butyl ester